2,5-dimethyl-2,5-di(hydroperoxy)benzene CC1(C=CC(C=C1)(OO)C)OO